2,2-Difluorocyclohexane-1-carboxylic acid FC1(C(CCCC1)C(=O)O)F